ClC1=C(C=C(OCC(=O)N2CCC(CC2)NC(OC(C)(C)C)=O)C=C1)F tert-butyl (1-(2-(4-chloro-3-fluorophenoxy)acetyl)piperidin-4-yl)carbamate